6-(3-(5-chloropyridin-3-yl)-1,2,4-oxadiazol-5-yl)-2-((5-(4-fluorophenyl)-1,3,4-thiadiazol-2-yl)methyl)pyridazin-3(2H)-one ClC=1C=C(C=NC1)C1=NOC(=N1)C=1C=CC(N(N1)CC=1SC(=NN1)C1=CC=C(C=C1)F)=O